trans-6-((3-(5-fluoropyridin-3-yl)-4-methylphenyl)carbamoyl)-6-azabicyclo[3.1.1]heptan-3-yl methanesulfonate trifluoroacetate FC(C(=O)O)(F)F.CS(=O)(=O)OC1CC2N(C(C1)C2)C(NC2=CC(=C(C=C2)C)C=2C=NC=C(C2)F)=O